C(C)N(C(COC1=CC=C(C=C1)C(\C=C\C1=CC=C(C=C1)O)=O)=O)CC N,N-Diethyl-2-[4-[(E)-3-(4-hydroxyphenyl)prop-2-enoyl]phenoxy]acetamide